C/C/1=C/2\\[C@@]([C@@H](C(=N2)/C=C\\3/C([C@@H](C(=N3)/C(=C\\4/[C@]([C@H]([C@@H]([N-]4)[C@]5([C@@]([C@@H](C1=N5)CCC(=O)N)(C)CC(=O)N)C)CC(=O)N)(C)CCC(=O)NC[C@@H](C)OP(=O)([O-])[O-])/C)CCC(=O)N)(C)C)CCC(=O)N)(C)CC(=O)N.[CH2-][C@@H]1[C@H]([C@H]([C@@H](O1)N2C=NC3=C(N=CN=C32)N)O)O.[Co] The molecule is an organophosphate oxoanion obtained by deprotonation of the phosphate OH groups of adenosylcobinamide phosphate. It is a conjugate base of an adenosylcobinamide phosphate.